(2R,4aS,6aS,9S,10R,2bR,14aS,14bR)-10-hydroxy-9-methoxy-2,4a,6a,9,12b,14a-hexamethyl-11-oxo-1,2,3,4,4a,5,6,6a,9,10,11,12b,13,14,14a,14b-hexadecahydropicene-2-carboxaldehyde O[C@@H]1[C@@](C2=CC=C3[C@]4(CC[C@]5(CC[C@](C[C@H]5[C@@]4(CCC3(C2=CC1=O)C)C)(C=O)C)C)C)(C)OC